2-{4-[(5-isopropyl-pyridin-2-yl)-methyl-amino]-phenoxy}-pyrido[3,4-d]pyrimidin-4-ol C(C)(C)C=1C=CC(=NC1)N(C1=CC=C(OC=2N=C(C3=C(N2)C=NC=C3)O)C=C1)C